4-{4-[(4-hydroxy-2,4-dimethylpentan-2-yl)amino]pyrido[3,4-d]pyrimidin-2-yl}pyridin-3-carbonitrile OC(CC(C)(C)NC=1C2=C(N=C(N1)C1=C(C=NC=C1)C#N)C=NC=C2)(C)C